N,4-diisopropyl-2,7-naphthyridine-1-carboxamide C(C)(C)NC(=O)C1=NC=C(C2=CC=NC=C12)C(C)C